ethyl (1S,2S)-2-(3-cyanopyrazin-2-yl)cyclopropane-1-carboxylate C(#N)C=1C(=NC=CN1)[C@@H]1[C@H](C1)C(=O)OCC